C(C)C(C(=O)O)CC(=O)N ethyl-succinamic acid